COCCN1N=C(C=C1)C=1C=C(C=CC1NCCS(=O)(=O)NC)C1=CC=C(C=C1)C(F)(F)F 2-((3-(1-(2-methoxyethyl)-1H-pyrazol-3-yl)-4'-(trifluoromethyl)-[1,1'-biphenyl]-4-yl)amino)-N-methylethane-1-sulfonamide